phenylphosphate-taurine NCCS(=O)(=O)O.C1(=CC=CC=C1)OP(=O)(O)O